5-methyl-3-(2-(3-(2,6-dimethoxyphenyl)-4-oxothiazolidin-2-ylidene)hydrazono)-1H-indol-2-one CC=1C=C2C(C(NC2=CC1)=O)=NN=C1SCC(N1C1=C(C=CC=C1OC)OC)=O